Tert-butyl N-[3-[[3-[[2-(2,6-dioxo-3-piperidyl)-1,3-dioxo-isoindolin-4-yl]amino]cyclobutyl]-methyl-amino]propyl]-N-methyl-carbamate O=C1NC(CCC1N1C(C2=CC=CC(=C2C1=O)NC1CC(C1)N(CCCN(C(OC(C)(C)C)=O)C)C)=O)=O